C=C(C(CC)OCCC#N)CCCCC 3-((4-methylenenonan-3-yl)oxy)propionitrile